FC(COC=1C=C(C=CC1)NC1=NC=CC(=N1)NC)(CN1CCCC1)F N2-(3-(2,2-difluoro-3-(pyrrolidin-1-yl)propoxy)phenyl)-N4-methylpyrimidine-2,4-diamine